C(C)(OCC(C1=CC=C(C=C1)Cl)NC(=O)OC(C)(C)C)=S 2-(tert-butoxycarbonylamino)-2-(4-chlorophenyl)ethyl ethanethioate